1,3-dimethylimidazoline-2-selenone CN1C(N(CC1)C)=[Se]